2-[5-[[5-chloro-4-(3-phenylphenyl)pyrimidin-2-yl]amino]-3-pyridyl]-2,8-diazaspiro[4.5]decan-1-one ClC=1C(=NC(=NC1)NC=1C=C(C=NC1)N1C(C2(CC1)CCNCC2)=O)C2=CC(=CC=C2)C2=CC=CC=C2